C(#N)C=1C(=C(C(=O)N)C=CC1)C1=C2CN(CC2=CC=C1F)C#N cyano-2-(2-cyano-5-fluoroisoindolin-4-yl)benzamide